C(C#CCCCCC)=O 2-OCTYNAL